C(C)(C)(C)CC(=O)OC1=CC=C(C=C1)O 4-tert-butylacetoxyphenol